N-((5-bromopyridin-2-yl)methyl)-1-(3-fluoropyridin-2-yl)ethan-1-amine BrC=1C=CC(=NC1)CNC(C)C1=NC=CC=C1F